8-azabicyclo[3.2.1]oct-6-ene-8-carboxylic acid tert-butyl ester C(C)(C)(C)OC(=O)N1C2CCCC1C=C2